(R)-(4-fluorophenyl)(8-methyl-3-(2-methyl-2H-pyrazolo[4,3-d]thiazol-3-yl)-5,6-dihydro-[1,2,4]triazolo[4,3-a]pyrazin-7(8H)-yl)methanone p-[N,N-bis(2-chloroethyl)amino]phenyl-phosphate ClCCN(CCCl)C1=CC=C(C=C1)OP(=O)(O)O.FC1=CC=C(C=C1)C(=O)N1[C@@H](C=2N(CC1)C(=NN2)C=2N(N=C1C2N=CS1)C)C